N=S(C(F)(F)F)=O imino-oxo-(trifluoromethyl)-lambda6-Sulfane